C1(=C(C=CC=C1)\N=N\C1=C(C=CC2=CC=CC=C12)O)C (E)-1-(2-tolylazo)naphthalene-2-ol